crotyl methacrylate C(C(=C)C)(=O)OCC=CC